C[C@]12CC3(CC(C[C@@](C1)(C3)C)C2)C(=O)O (1r,3r,5s,7r)-3,5-dimethyladamantane-1-carboxylic acid